(R)-2-(benzofuran-3-yl)-1-(2-(2',3',5',6'-tetrahydrospiro[indene-1,4'-pyran]-5-yl)acetamido)ethylboronic acid O1C=C(C2=C1C=CC=C2)C[C@H](NC(CC=2C=C1C=CC3(CCOCC3)C1=CC2)=O)B(O)O